Methyl 3-[5-Methoxy-4-oxo-6-(tributylstannyl)-4H-chromen-2-yl]propanoate COC1=C2C(C=C(OC2=CC=C1[Sn](CCCC)(CCCC)CCCC)CCC(=O)OC)=O